FC(C1=CC2=C(N=C(S2)NC2=CC=CC=C2)C=C1)(F)F 6-(trifluoromethyl)benzo[d]thiazol-2-ylaniline